S1C(SCCC1)C=1C=C(C=C(C1OCC1=CC=C(C=C1)OC)F)NC(=O)NC1=CC=CC=C1 1-(3-(1,3-dithian-2-yl)-5-fluoro-4-(4-methoxybenzyloxy)phenyl)-3-phenylurea